(E)-(3-chloro-2-methylpropan-1-en-1-yl)benzene ClC/C(=C/C1=CC=CC=C1)/C